N-(6-(3,3-dimethylbutyl)-6-azaspiro[2.5]oct-1-yl)-3,5-bis(trifluoromethyl)benzamide CC(CCN1CCC2(CC2NC(C2=CC(=CC(=C2)C(F)(F)F)C(F)(F)F)=O)CC1)(C)C